1'-((5-(aminomethyl)-1-(4-methylpentyl)-1H-benzo[d]imidazol-2-yl)methyl)spiro[cyclopropane-1,3'-pyrrolo[2,3-c]pyridin]-2'(1'H)-one NCC1=CC2=C(N(C(=N2)CN2C(C3(C=4C2=CN=CC4)CC3)=O)CCCC(C)C)C=C1